N1(C=NC=C1)C1CCC(CC1)OC1=C2C=C(C=NC2=CC(=N1)N1CCOCC1)I 4-[5-(4-imidazol-1-ylcyclohexoxy)-3-iodo-1,6-naphthyridin-7-yl]morpholine